3-(ethoxycarbonyl)bicyclo[1.1.1]Pentane-1-carboxylic acid C(C)OC(=O)C12CC(C1)(C2)C(=O)O